Trans-1-({[(1R)-1-(4-Acetyl-3,5-Diethoxyphenyl)Ethyl](4,4-Difluoro-4-Phenylbutyl)Carbamoyl}Amino)-3-Ethoxycyclobutane-1-Carboxylic Acid C(C)(=O)C1=C(C=C(C=C1OCC)[C@@H](C)N(C(=O)NC1(CC(C1)OCC)C(=O)O)CCCC(C1=CC=CC=C1)(F)F)OCC